4-(4-(2-((2-chloro-4-(trifluoromethyl)phenyl)amino)-2-oxoethyl)-5-ethyl-2-(1,4-oxazepan-4-yl)-7-oxo-4,7-dihydro-[1,2,4]triazolo[1,5-a]pyrimidin-6-yl)piperazine ClC1=C(C=CC(=C1)C(F)(F)F)NC(CN1C=2N(C(C(=C1CC)N1CCNCC1)=O)N=C(N2)N2CCOCCC2)=O